N-[1-(5-Chloro-3-fluoropyridin-2-yl)ethyl]-3-(5-methyl-1,3-thiazol-2-yl)-5-(tetrahydro-2H-pyran-4-ylmethoxy)benzamide ClC=1C=C(C(=NC1)C(C)NC(C1=CC(=CC(=C1)OCC1CCOCC1)C=1SC(=CN1)C)=O)F